P(=O)(O)(O)OC[C@@H]1[C@H]([C@@H]([C@](CO)(O)O1)O)O β-D-fructofuranose 6-phosphate